CC1=NNC(=C1)NC(C)=O N-(3-methyl-1H-pyrazol-5-yl)acetamide